10-((6-oxo-4-phenylpyrimidin-1(6H)-yl)methyl)-7-azaspiro[4.5]decane-7-carboxylate O=C1C=C(N=CN1CC1CCN(CC12CCCC2)C(=O)[O-])C2=CC=CC=C2